OCCOCCOCCOCCCCCCCCCCCC=NC(=O)C1=CSC=C1 (21-hydroxy-13,16,19-trioxaheneicosyl-1-yl)-thiophene-3-carboxamide